C(C1=CC=CC=C1)N1N=CC2=C(C1=O)N(C1=C2SC(=N1)CC1=NN(C=C1)COCC[Si](C)(C)C)CC 6-benzyl-4-ethyl-2-((1-((2-(trimethylsilyl)ethoxy)methyl)-1H-pyrazol-3-yl)methyl)-4,6-dihydro-5H-thiazolo[5',4':4,5]Pyrrolo[2,3-d]Pyridazin-5-one